C1(CC1)C1=NC(=NO1)C1=CC2=C(C(CO2)NC(=O)C=2C=NN(C2)C)C=C1 N-[6-(5-cyclopropyl-1,2,4-oxadiazol-3-yl)-2,3-dihydro-1-benzofuran-3-yl]-1-methyl-1H-pyrazole-4-carboxamide